ClC=1C=CC=C2C=C(NC12)C(=O)N1C[Si](CC1C(=O)N[C@@H](C[C@H]1C(NCC1)=O)C#N)(C)C 1-(7-chloro-1H-indole-2-carbonyl)-N-((S)-1-cyano-2-((S)-2-oxopyrrolidin-3-yl)ethyl)-3,3-dimethyl-1,3-azasilolidine-5-carboxamide